CN(C1(CCC2(CN(C(N2CC(C)C)=O)C=2C=NC(=NC2)C#N)CC1)C1=CC=CC=C1)C 5-[8-dimethylamino-1-(2-methyl-propyl)-2-oxo-8-phenyl-1,3-diazaspiro[4.5]decan-3-yl]-pyrimidine-2-carbonitrile